4,6-Diaminopyrimidine-5-carbaldehyde NC1=NC=NC(=C1C=O)N